3-chloro-1-methyl-5-(trifluoromethyl)-1H-pyrazole-4-carbaldehyde ClC1=NN(C(=C1C=O)C(F)(F)F)C